ClC=1C=CC=2N=CC=3N(C2N1)C(=NN3)N3C[C@@H](N[C@@H](C3)C)C 2-chloro-9-((3s,5r)-3,5-dimethylpiperazin-1-yl)pyrido[3,2-e][1,2,4]triazolo[4,3-a]pyrazine